ClS(=O)(=O)CCC(=O)OC methyl 3-(chlorosulfonyl)propanoate